C(CC1=CC=CC=C1)NC=O 1-N-phenethylformamide